C(C)C=1N=C2N(C=C(C=C2)C2CCN(CC2)CC(=O)N2CC(C2)CO)C1N(C)C=1SC=C(N1)C1=CC=C(C=C1)F 2-(4-(2-ethyl-3-((4-(4-fluorophenyl)thiazol-2-yl)(methyl)amino)imidazo[1,2-a]pyridin-6-yl)piperidin-1-yl)-1-(3-(hydroxymethyl)azetidin-1-yl)ethanone